dec-3-enol C(CC=CCCCCCC)O